2-nicotinoyl-2,3,3a,4,10,10a-hexahydro-1H,7H-dipyrrolo[3,4-b:3',4'-f][1,4,5]oxathiazocine-8-carboxamide C(C1=CN=CC=C1)(=O)N1CC2NSC=3C(OCC2C1)=C(NC3)C(=O)N